6-(2-chlorophenyl)-5-ethynyl-2-((3-(hydroxymethyl)phenyl)amino)-8-methylpyrido[2,3-d]pyrimidin-7(8H)-one ClC1=C(C=CC=C1)C1=C(C2=C(N=C(N=C2)NC2=CC(=CC=C2)CO)N(C1=O)C)C#C